5-((4-(3-(4-fluorophenyl)-2-oxo-2,3-dihydro-1H-imidazo[4,5-c]pyridin-1-yl)piperidin-1-yl)methyl)-4-methyl-1H-indole-2-carbonitrile FC1=CC=C(C=C1)N1C(N(C2=C1C=NC=C2)C2CCN(CC2)CC=2C(=C1C=C(NC1=CC2)C#N)C)=O